(R)-5-{3-[(1,3-Dimethyl-azetidin-3-yl)-hydroxy-(4-trifluoromethoxy-phenyl)-methyl]-phenyl}-[1,2,4]oxadiazole-3-carboxylic acid benzyl-methyl-amide C(C1=CC=CC=C1)N(C(=O)C1=NOC(=N1)C1=CC(=CC=C1)[C@@](C1=CC=C(C=C1)OC(F)(F)F)(O)C1(CN(C1)C)C)C